3-(hydroxymethyl)-3-(3-methyl-4-nitro-1H-pyrazol-1-yl)dihydrofuran-2(3H)-one OCC1(C(OCC1)=O)N1N=C(C(=C1)[N+](=O)[O-])C